ethyl 2-(3-(4-(4-carbamoyl-1H-benzo[d]imidazol-2-yl)benzamido)azetidin-1-yl)pyrimidine-5-carboxylate C(N)(=O)C1=CC=CC=2NC(=NC21)C2=CC=C(C(=O)NC1CN(C1)C1=NC=C(C=N1)C(=O)OCC)C=C2